2-(1-((trans)-1-cyclopentyl-3-fluoropiperidin-4-yl)-1H-pyrazol-4-yl)-5-fluoro-N4-methylpyrimidine-2,4-diamine C1(CCCC1)N1C[C@H]([C@@H](CC1)N1N=CC(=C1)C1(NC=C(C(=N1)NC)F)N)F